rac-(1S*,2S*)-N-(6-(((3-chloro-6-cyclopropylimidazo[1,2-a]pyridin-2-yl)methyl)amino)pyrimidin-4-yl)-2-(3-chlorophenyl)cyclopropane-1-carboxamide ClC1=C(N=C2N1C=C(C=C2)C2CC2)CNC2=CC(=NC=N2)NC(=O)[C@@H]2[C@H](C2)C2=CC(=CC=C2)Cl |r|